C(#N)C1=CC=C(C=C1)C=1NC2=C(C=C(C=C2C1C(=O)OC)F)F methyl 2-(4-cyanophenyl)-5,7-difluoro-1H-indole-3-carboxylate